C1(CC1)C(=O)N1CCN(CC1)C(=O)C1CN(CCO1)C(=O)OC(C)(C)C tert-butyl 2-[4-(cyclopropanecarbonyl)piperazine-1-carbonyl]morpholine-4-carboxylate